2-[rac-4-(Difluoromethyl)-3-[(3R,4S)-3-fluoro-4-hydroxypiperidin-1-carbonyl]-5,6-dihydro-4H-cyclopenta[c]pyrazol-1-yl]-1-[4-(2,3-dimethylphenyl)piperazin-1-yl]ethanon FC([C@@H]1CCC=2N(N=C(C21)C(=O)N2C[C@H]([C@H](CC2)O)F)CC(=O)N2CCN(CC2)C2=C(C(=CC=C2)C)C)F |&1:2|